Cl.Cl.Cl.FC(C)(F)C1=CC=C2C(=N1)C(=C(N2C/C(=C/CN)/F)C)CC=2C=NC(=CC2)S(=O)(=O)C (Z)-4-(5-(1,1-difluoroethyl)-2-methyl-3-((6-(methylsulfonyl)pyridin-3-yl)methyl)-1H-pyrrolo[3,2-b]pyridin-1-yl)-3-fluorobut-2-en-1-amine trihydrochloride